tert-butyl (S)-2-chloro-4-(2-(4,4,5,5-tetramethyl-1,3,2-dioxaborolan-2-yl)phenyl)-4,7-dihydrothieno[2,3-c]pyridine-6(5H)-carboxylate ClC1=CC2=C(CN(C[C@H]2C2=C(C=CC=C2)B2OC(C(O2)(C)C)(C)C)C(=O)OC(C)(C)C)S1